2-[5-Amino-6-[5-[1-benzyloxy-5-(isopropylamino)-1-(trifluoromethyl)pentyl]-1,3,4-oxadiazol-2-yl]-3-(trifluoromethyl)-2-pyridyl]acetic Acid NC=1C=C(C(=NC1C=1OC(=NN1)C(CCCCNC(C)C)(C(F)(F)F)OCC1=CC=CC=C1)CC(=O)O)C(F)(F)F